3-[2-chloro-5-(3-chloro-5-methyl-2-pyridinyl)-4-fluoro-phenyl]-5-methyl-4H-isoxazole-5-carboxylic acid ethyl ester C(C)OC(=O)C1(CC(=NO1)C1=C(C=C(C(=C1)C1=NC=C(C=C1Cl)C)F)Cl)C